CC=1C=C(C=CC1)[C@@H]1CCC=C2CCN([C@@H]12)S(=O)(=O)CC1=CC=CC=C1 (7S,7aS)-7-(3-methylphenyl)-1-toluenesulfonyl-2,3,5,6,7,7a-hexahydro-1H-indole